C(=C)P(OCCCCCCC)(OCCCCCCC)=O di-n-heptyl vinylphosphonate